2H-tetrazole sodium salt [Na].N=1NN=NC1